5-chloro-N-[(1R)-1-(2,4-dichlorophenyl)ethyl]-2-methylpyrazolo[4,3-d]pyrimidin-7-amine ClC=1N=C(C=2C(N1)=CN(N2)C)N[C@H](C)C2=C(C=C(C=C2)Cl)Cl